C(C)OC1=NC=CC=C1C1=CC(=C2C(=N1)C(=NN2C(C)C)C)NCC=2SC=C(N2)C 5-(2-ethoxypyridin-3-yl)-1-isopropyl-3-methyl-N-((4-methylthiazol-2-yl)methyl)-1H-pyrazolo[4,3-b]Pyridin-7-amine